[Ru].ClC1C(C(CCC1)(P(C1CCCCC1)C1CCCCC1)Cl)=CC1=CC=CC=C1 dichloro(phenylmethylene)(tricyclohexylphosphine) ruthenium